ClC=1C=C(C2=C(C(=CO2)COC2=C(C=CC=C2)CC(=O)OCC)C1)NC ethyl 2-(2-((5-chloro-7-(methylamino)benzofuran-3-yl)methoxy)phenyl)acetate